C1=NC=CC2=CC(=CC=C12)C=1C(=C(C(=NC1)C(=O)O)OCC1=CC=C(C=C1)OC)C 5-(Isoquinolin-6-yl)-3-((4-methoxybenzyl)oxy)-4-methyl-picolinic acid